C1(CC1)C1=NC=C(C=N1)C(=O)NC1=C2C(N(CC2=CC=C1)C)=O 2-cyclopropyl-N-(2-methyl-3-oxo-2,3-dihydro-1H-isoindol-4-yl)pyrimidine-5-carboxamide